N-methyl-1-[7-(1-methylpyrazol-4-yl)imidazo[1,2-c]pyrimidin-5-yl]piperidin-3-amine hydrochloride Cl.CNC1CN(CCC1)C1=NC(=CC=2N1C=CN2)C=2C=NN(C2)C